FC(C=1C=C(C=NC1)C(=O)NC1=C(N=NS1)C(=O)O)(F)F 5-[5-(trifluoromethyl)pyridine-3-amido]-1,2,3-thiadiazole-4-carboxylic acid